1-[4-(3-trifluoromethylphenyl)thiazol-2-yl]-3-methyl-1H-pyrazol-5-ol FC(C=1C=C(C=CC1)C=1N=C(SC1)N1N=C(C=C1O)C)(F)F